CN(C=1SC=2C(=NC=C(N2)C2=C(C=C(C=C2)C=2C=NNC2)O)N1)C1CC(NC(C1)(C)C)(C)C 2-{2-[Methyl-(2,2,6,6-tetramethylpiperidin-4-yl)amino][1,3]thiazolo[4,5-b]pyrazin-6-yl}-5-(1H-pyrazol-4-yl)phenol